4-[(4-methoxyphenyl)methoxy]-3-(trifluoromethyl)benzonitrile COC1=CC=C(C=C1)COC1=C(C=C(C#N)C=C1)C(F)(F)F